FC1(C(CN(CC1)C1=NC=2CCC(CC2C(=C1C#N)C)(F)F)C)F 2-(4,4-difluoro-3-methylpiperidin-1-yl)-6,6-difluoro-4-methyl-5,6,7,8-tetrahydroquinoline-3-carbonitrile